ClC1=C(C=C(C(=O)N)C=C1[N+](=O)[O-])O 4-Chloro-3-hydroxy-5-nitrobenzamide